((4-(7-(((2S,5R)-5-((N,N-Dimethylsulfamoyl)amino)tetrahydro-2H-pyran-2-yl)methyl)-2,7-diazaspiro[3.5]nonan-2-yl)pyrimidin-5-yl)oxy)-5-fluoro-N-isopropyl-N-methylbenzamide CN(S(=O)(=O)N[C@@H]1CC[C@H](OC1)CN1CCC2(CN(C2)C2=NC=NC=C2OC2=C(C(=O)N(C)C(C)C)C=C(C=C2)F)CC1)C